5-(3-methyl-1,2-oxazol-5-yl)thiophene-2-sulfonyl chloride CC1=NOC(=C1)C1=CC=C(S1)S(=O)(=O)Cl